FC=1C(=C(C=CC1F)[C@H]1[C@@H](O[C@]([C@H]1C)(C(F)(F)F)C)C(=O)NC=1C=NC(=CC1)[C@H](CN)O)OC (2R,3S,4S,5R)-3-(3,4-difluoro-2-methoxyphenyl)-N-(6-((S)-2-amino-1-hydroxyethyl)pyridin-3-yl)-4,5-dimethyl-5-(trifluoromethyl)tetrahydrofuran-2-carboxamide